NC(CCC#CC1=CC=2C(=NC=CC2S1)N(C(C1=C(C=C(C=C1)C=1SC(=NN1)C)F)=O)[C@H]1CNCCC1)=O (R)-N-(2-(5-amino-5-oxopent-1-yn-1-yl)thieno[3,2-c]pyridin-4-yl)-2-fluoro-4-(5-methyl-1,3,4-thiadiazol-2-yl)-N-(piperidin-3-yl)benzamide